CO[C@H]1CN2C(OC1)=C(C=N2)[S@@](=O)(N)=NC(NC2=C1[C@@H](CCC1=CC=1CCCC21)COC)=O (R,6S)-6-methoxy-N'-(((R)-3-(methoxymethyl)-1,2,3,5,6,7-hexahydro-s-indacen-4-yl)carbamoyl)-6,7-dihydro-5H-pyrazolo[5,1-b][1,3]oxazine-3-sulfonimidamide